FC(C(C(OCF)(F)F)(F)F)F hexafluoro(fluoro-methoxy)propane